N'-cyano-N-(2-((5-methyl-1H-imidazol-4-yl)methylthio)ethyl)carbamoyliminomethyl mercaptan C(#N)N1CNC(=C1CSCCNC(=O)N=CS)C